CC1=C(SC=C1)N1C(CN([C@H]2CCCC[C@H]12)C(=O)C=1C2=C(NN1)CCC2)=O (4aS,8aS)-1-(3-methylthiophene-2-yl)-4-(1,4,5,6-tetrahydrocyclopenta[c]pyrazole-3-carbonyl)octahydroquinoxalin-2(1H)-one